6-xylenesulfonyloxy-4,5-dicyanobenzene C1(CC=CC=C1C)(C)S(=O)(=O)OC1=CC=C(C(=C1)C#N)C#N